C1(=CC=CC=C1)C(C1=NC=CC=C1C1=CC=CC=C1)(C1=NC=CC=C1C1=CC=CC=C1)C1=CC=CC=C1.[Pd+2] palladium (II) [diphenylbis(phenylpyridinyl)methane]